FC1=CC=C(C=C1)C1(CCN(CC1)C1=C(C=NC2=CC=CC=C12)C(=O)N1CCN(CC1)S(=O)(=O)C)C#N 4-(4-fluorophenyl)-1-(3-(4-(methylsulfonyl)piperazine-1-carbonyl)quinolin-4-yl)piperidine-4-carbonitrile